cyclopentyl-diethoxymethyl-silane C1(CCCC1)[SiH2]C(OCC)OCC